1-((3S,5S,8R,9S,10R,13R,14S,17R)-5,14-dihydroxy-10,13-dimethyl-17-(2-oxo-2H-pyran-5-yl)hexadecahydro-1H-cyclopenta[a]phenanthren-3-yl)-3-(2-(2-oxopiperazin-1-yl)ethyl)urea O[C@]12C[C@H](CC[C@@]2([C@H]2CC[C@@]3([C@H](CC[C@@]3([C@@H]2CC1)O)C=1C=CC(OC1)=O)C)C)NC(=O)NCCN1C(CNCC1)=O